(N-(tert-butyl)sulfamoyl)-5-nitro-4-phenoxybenzoic acid C(C)(C)(C)NS(=O)(=O)C1=C(C(=O)O)C=C(C(=C1)OC1=CC=CC=C1)[N+](=O)[O-]